N,N-Di-methylsulphonamide CN(S(=O)=O)C